CC1(CC(CC(C1)(CN=C=O)C)N=C=O)C 3,3,5-trimethyl-5-isocyanatomethylcyclohexyl isocyanate